O=C1NC(CCC1C1=CC(=C(C=C1)N1C(CC(CC1)C=O)C)F)=O 1-(4-(2,6-dioxopiperidin-3-yl)-2-fluorophenyl)-2-methylpiperidine-4-carbaldehyde